2-(7-((2S,5R)-4-(1-(4,5-dimethylpyridin-2-yl)ethyl)-2,5-diethylpiperazin-1-yl)-4-methyl-5-oxo-4,5-dihydro-2H-pyrazolo[4,3-b]pyridin-2-yl)acetonitrile CC1=CC(=NC=C1C)C(C)N1C[C@@H](N(C[C@H]1CC)C=1C=2C(N(C(C1)=O)C)=CN(N2)CC#N)CC